1-(3-methylbenzyl)-5-(methylcarbamoyl)-6-oxo-1,6-dihydropyridine-3-carboxylic acid CC=1C=C(CN2C=C(C=C(C2=O)C(NC)=O)C(=O)O)C=CC1